C1(CC1)C=1N=NN(C1)[C@@H](C(=O)N1[C@@H](C[C@H](C1)O)C(=O)NC1CC2(COCC2)OC2=CC=CC=C12)C(C)(C)C (2S,4R)-1-[(2R)-2-(4-cyclopropyltriazol-1-yl)-3,3-dimethyl-butanoyl]-4-hydroxy-N-spiro[chromane-2,3'-tetrahydrofuran]-4-yl-pyrrolidine-2-carboxamide